N[C@@H]1C(NCCC1)=O (S)-3-aminopiperidin-2-one